(2-(4-fluoropiperidin-1-yl)-4-(4-methylpiperazin-1-yl)phenyl)-5-(1H-pyrazol-4-yl)furan-2-carboxamide FC1CCN(CC1)C1=C(C=CC(=C1)N1CCN(CC1)C)C1=C(OC(=C1)C=1C=NNC1)C(=O)N